2-chloro-N-[(trans)-4-cyanocyclohexyl]-5H,6H,7H-cyclopenta[d]pyrimidine-4-carboxamide ClC=1N=C(C2=C(N1)CCC2)C(=O)N[C@@H]2CC[C@H](CC2)C#N